(3-((3aR,4S,9bR)-4-(hydroxymethyl)-1-(pyridin-4-ylmethyl)-2,3,3a,4,5,9b-hexahydro-1H-pyrrolo[3,2-c]quinolin-8-yl)phenyl)malonamide OC[C@H]1NC=2C=CC(=CC2[C@H]2[C@@H]1CCN2CC2=CC=NC=C2)C=2C=C(C=CC2)C(C(=O)N)C(=O)N